(7R,8aS)-7-[2,3-dichloro-6-(prop-2-en-1-yloxy)phenyl]-2-[5-(hydroxymethyl)pyridin-2-yl]-hexahydropyrrolo[1,2-a]pyrazin-4-one ClC1=C(C(=CC=C1Cl)OCC=C)[C@H]1C[C@@H]2N(C(CN(C2)C2=NC=C(C=C2)CO)=O)C1